2-(5-(1'-isopropyl-[1,4'-bipiperidin]-4-yl)-3-methyl-1H-indol-2-yl)-7H-pyrrolo[2,3-d]pyrimidine C(C)(C)N1CCC(CC1)N1CCC(CC1)C=1C=C2C(=C(NC2=CC1)C=1N=CC2=C(N1)NC=C2)C